Triaminosilan N[SiH](N)N